CC1=C(C(=O)O)C=CC(=C1)C=NNC(C1=CC=C(C=C1)C(C)C)=O.C(C)(C)C1=CC=C(C(=O)NN=CC2=CC=C(C(=O)OC)C=C2)C=C1 methyl 4-((2-(4-isopropylbenzoyl)hydrazinylidene)methyl)benzoate (methyl 4-((2-(4-isopropylbenzoyl)hydrazineylidene)methyl)benzoate)